(3S)-1-(5-{[2-methyl-6-(trifluoromethyl)phenyl]methoxy}pyrimidin-2-yl)piperidin-3-ol CC1=C(C(=CC=C1)C(F)(F)F)COC=1C=NC(=NC1)N1C[C@H](CCC1)O